NC=1SC(=C(N1)C=1SC=CC1)C#N 2-amino-4-(thien-2-yl)thiazole-5-carbonitrile